DL-cysteine N[C@@H](CS)C(=O)O |r|